O[C@H](CN[C@@H]1COC2(C1)CCN(CC2)C(=O)OCC2=CC=CC=C2)COC2=CC(=CC=C2)S(=O)(=O)C (S)-benzyl 3-(((R)-2-hydroxy-3-(3-(methylsulfonyl) phenoxy) propyl) amino)-1-oxa-8-azaspiro[4.5]decane-8-carboxylate